BrC1=CC(=C(C=C1)CO)OC (4-bromo-2-methoxy-phenyl)-methanol